Cl.COC(C(C(CP(=O)(C1=CC=CC=C1)C1=CC=CC=C1)N)CC1=CC=CC=C1)=O 3-amino-2-benzyl-4-(diphenylphosphoryl)butanoic acid methyl ester hydrochloride